3-bromo-6-methyl-1H-pyrrolo[2,3-c]pyridin-7(6H)-one BrC1=CNC=2C(N(C=CC21)C)=O